(1-(3-(2-methyl-1,3-dioxolan-2-yl)propyl)-1H-pyrazol-3-yl)methanol CC1(OCCO1)CCCN1N=C(C=C1)CO